C(CCCCCCCCCCCCCC)[N+]1=CC=CC=C1 1-pentadecylpyridinium